The molecule is a flavanone glycoside that is (+)-epitaxifolin substituted by an alpha-D-arabinopyranosyl residue at position 3. It has a role as a metabolite. It is an alpha-D-arabinopyranoside, a member of 3'-hydroxyflavanones, a flavanone glycoside, a monosaccharide derivative, a tetrahydroxyflavanone and a member of 4'-hydroxyflavanones. It derives from an alpha-D-arabinopyranose and a (+)-epitaxifolin. C1[C@H]([C@H]([C@@H]([C@H](O1)O[C@@H]2[C@@H](OC3=CC(=CC(=C3C2=O)O)O)C4=CC(=C(C=C4)O)O)O)O)O